ClC1=C(C=CC=C1NC(C1=NC=C(C=C1)CN1C[C@@H](CC1)O)=O)C1=C(C(=CC=C1)NC=1N=CC=C2C=C(C=NC12)C=O)C (R)-N-(2-chloro-3'-((3-formyl-1,7-naphthyridin-8-yl)amino)-2'-methyl-[1,1'-biphenyl]-3-yl)-5-((3-hydroxypyrrolidin-1-yl)methyl)picolinamide